tert-butyl 2-(2-methoxy-2-oxoethyl)-6,7-dihydro-4H-[1,3]thiazolo[5,4-c]pyridine-5-carboxylate COC(CC=1SC=2CN(CCC2N1)C(=O)OC(C)(C)C)=O